tert-Butyl (3R)-3-[[3-(2-chloro-6-methyl-4-pyridyl)-2-(3-cyanophenyl)pyrazolo[1,5-a]pyrimidin-5-yl]carbamoylamino]pyrrolidine-1-carboxylate ClC1=NC(=CC(=C1)C=1C(=NN2C1N=C(C=C2)NC(=O)N[C@H]2CN(CC2)C(=O)OC(C)(C)C)C2=CC(=CC=C2)C#N)C